C(C1=CC=CC=C1)C1=NC=NN1[C@@H]1C(N(C2=C(SC1)C=NC(=C2)NCCCC(F)(F)F)C)=O (R)-5-Benzyl-N-(1-methyl-2-oxo-8-((4,4,4-trifluorobutyl)amino)-1,2,3,4-tetraHydropyrido[3,4-b][1,4]thiazepine-3-yl)-1H-1,2,4-triazole